CC=1C=C(OC(=O)C2C3C=CC(C2)C3=O)C=CC1C 5-(3,4-dimethylphenoxycarbonyl)-7-oxo-bicyclo[2.2.1]Hept-2-ene